C1(CC1)CC1=CNC=2N=CN=C(C21)N[C@H]2CN(CCC2)C(C=C)=O (R)-1-(3-((5-(cyclopropylmethyl)-7H-pyrrolo[2,3-d]pyrimidin-4-yl)amino)piperidin-1-yl)propan-2-en-1-one